BrC1=CC=C2N=CC(=NC2=C1)C(C)NC(=O)N1CCOCC1 N-(1-(7-bromoquinoxalin-2-yl)ethyl)morpholine-4-carboxamide